NC1=NC=CC(=C1C(C)C)OC1=C(C=C(C=C1F)NC(=O)C=1C=NN(C1C(F)(F)F)C1=NC=CC=N1)F N-(4-((2-amino-3-isopropylpyridin-4-yl)oxy)-3,5-difluorophenyl)-1-(pyrimidin-2-yl)-5-(Trifluoromethyl)-1H-pyrazole-4-carboxamide